[1,1-dioxo-4-(2,2,2-trifluoroethyl)thian-4-yl]-5-methyl-[1,2,4]triazolo[1,5-a]pyridine-2-carboxamide O=S1(CCC(CC1)(CC(F)(F)F)C=1C=CC=2N(C1C)N=C(N2)C(=O)N)=O